ClC(OC1=CC=C(C=C1)NC(=O)C1=CN(C(C=C1)=O)C=1C=NC=C(C1)C)(F)F N-[4-[Chloro(difluoro)methoxy]phenyl]-1-(5-methyl-3-pyridyl)-6-oxo-pyridine-3-carboxamide